Ethyl 2-((2'-methoxy-4-methyl-4'-((4-methylpiperazin-1-yl)sulfonyl)-[1,1'-biphenyl]-3-yl)(propyl)amino)thiazole-4-carboxylate COC1=C(C=CC(=C1)S(=O)(=O)N1CCN(CC1)C)C1=CC(=C(C=C1)C)N(C=1SC=C(N1)C(=O)OCC)CCC